trisodium thiocyanate salt [S-]C#N.[Na+].[Na+].[Na+].[S-]C#N.[S-]C#N